tert-Butyl 4-(5-fluoro-6-methylpyridin-2-yl)-2,5-dihydro-1H-pyrrole-1-carboxylate FC=1C=CC(=NC1C)C1=CCN(C1)C(=O)OC(C)(C)C